C(C)(=O)N(C1=C(C=C(C=C1)C1=CC=C(C=N1)NC(COC=1C=NC=CC1)=O)Cl)CC1CC1 N-[6-[4-[acetyl(cyclopropylmethyl)amino]-3-chloro-phenyl]-3-pyridyl]-2-(3-pyridyloxy)acetamide